(1R,4r)-4-(4-(((1S,4R)-4-(2-((2S,3S)-1-methyl-5-oxo-2-(pyridin-3-yl)pyrrolidine-3-carboxamido)ethoxy)cyclohexyl)oxy)butanamido)cyclohexane-1-carboxylic acid, hydrochloride Cl.CN1[C@@H]([C@H](CC1=O)C(=O)NCCOC1CCC(CC1)OCCCC(=O)NC1CCC(CC1)C(=O)O)C=1C=NC=CC1